5-chloro-N-(1-(4-nitrobenzyl)-1H-pyrazol-4-yl)-4-phenylpyrimidin-2-amine ClC=1C(=NC(=NC1)NC=1C=NN(C1)CC1=CC=C(C=C1)[N+](=O)[O-])C1=CC=CC=C1